methyl cis-3-methyl-6-azabicyclo[3.1.1]heptane-1-carboxylate CC1CC2(NC(C1)C2)C(=O)OC